[C].C(CCCC#N)#N glutaronitrile carbon